C(\C=C\C(=O)[O-])(=O)[O-].COC=1C=C2C(=CNC2=CC1)CC[NH+](CCC)CCC.COC=1C=C2C(=CNC2=CC1)CC[NH+](CCC)CCC bis([2-(5-methoxy-1H-indol-3-yl)ethyl]dipropylazanium) (2E)-but-2-enedioate